(9S)-7-[4-(2,7-diazaspiro[4.4]nonan-2-yl)-3-fluoro-phenyl]-4,5,9,13-tetramethyl-3-thia-1,8,11,12-tetrazatricyclo[8.3.0.02,6]trideca-2(6),4,7,10,12-pentaene C1N(CCC12CNCC2)C2=C(C=C(C=C2)C=2C=1C(=C(SC1N1C(=NN=C1[C@@H](N2)C)C)C)C)F